pyridinium (2S,5R)-7-oxo-N-[2-(1H-pyrrol-1-yl)ethoxy]-6-(sulfooxy)-1,6-diazabicyclo[3.2.1]octane-2-carboxamide O=C1N([C@@H]2CC[C@H](N1C2)C(=O)NOCCN2C=CC=C2)OS(=O)(=O)O.[NH+]2=CC=CC=C2